3,6-ACRIDINEDIAMINE C1=CC(=CC2=NC3=CC(=CC=C3C=C12)N)N